2-bromo-4-cyclopropyl-1,3-thiazole BrC=1SC=C(N1)C1CC1